1-azabicyclo[2.2.1]Heptan-4-amine dihydrochloride Cl.Cl.N12CCC(CC1)(C2)N